N1CC(C1)C(=O)N1CCC(CC1)N1N=CC(=C1)C=1C=C(C=2N(C1)N=CC2C#N)OCC(C)C 6-(1-(1-(azetidine-3-carbonyl)piperidin-4-yl)-1H-pyrazol-4-yl)-4-isobutoxypyrazolo[1,5-a]pyridine-3-carbonitrile